FC1=CC=CC=2C3=C(C=CC(C[C@]4(C[C@H](CC4)NS(=O)(=O)C)C4=NN=C(COC12)O4)=C3)F N-[(1'S,14R)-6,19-difluorospiro[8,21-dioxa-11,12-diazatetracyclo[14.3.1.110,13.02,7]henicosa-1(19),2(7),3,5,10,12,16(20),17-octaene-14,3'-cyclopentane]-1'-yl]methanesulfonamide